2,3-dibromobenzo[b]Thiophene BrC1=C(C2=C(S1)C=CC=C2)Br